O1COC2=C1C=CC(=C2)NC(\C=C\C2=C(C=C(C=C2)F)OCC)=O (E)-N-(benzo[d][1,3]dioxol-5-yl)-3-(2-ethoxy-4-fluorophenyl)acrylamide